5-bromo-2,3,4,7-tetrahydrooxazepine BrC=1CCNOCC1